FC1C(=CC(CC1(C)C)=O)NC1=NC=CC=C1I 4-fluoro-3-((3-iodopyridin-2-yl)amino)-5,5-dimethylcyclohex-2-en-1-one